ClC(C=1OC(=NN1)C1=CC=CC2=CC=CC=C12)(Cl)Cl 2-trichloromethyl-5-(naphthalen-1-yl)-1,3,4-oxadiazole